C(C)OC(=O)C=1NNC(C1)=COC 5-methoxymethylene-1H-pyrazole-3-carboxylic acid ethyl ester